oxalic acid bis-(4-acryloyloxy-butyl)ester C(C=C)(=O)OCCCCOC(C(=O)OCCCCOC(C=C)=O)=O